(2S,4R)-1-[(2S)-3,3-dimethyl-2-[4-[5-(trifluoromethoxy)-2-pyridyl]triazol-1-yl]butanoyl]-4-hydroxy-N-methyl-pyrrolidine-2-carboxamide CC([C@@H](C(=O)N1[C@@H](C[C@H](C1)O)C(=O)NC)N1N=NC(=C1)C1=NC=C(C=C1)OC(F)(F)F)(C)C